tert-Butyl 3-(4-amino-2-chlorophenyl)azetidine-1-carboxylate NC1=CC(=C(C=C1)C1CN(C1)C(=O)OC(C)(C)C)Cl